2-(3-{3-[(oxetan-4-yl)amino]pyrrolidin-1-yl}-1,2,4-triazin-6-yl)-5-(1H-pyrazol-4-yl)phenol dihydrochloride Cl.Cl.O1CCC1NC1CN(CC1)C=1N=NC(=CN1)C1=C(C=C(C=C1)C=1C=NNC1)O